aniline nitrogen [N].NC1=CC=CC=C1